O=C1[C@](O)([C@@H](O)[C@H](O)[C@H](O)CO)CCCCCC1 hexanoglucose